C(C)OC(=O)C=1OC2=C(C1)C=CC(=C2)S(=O)(=O)NC=2C(=NC=CC2)N2CCN(CC2)S(=O)(=O)C 6-(N-(2-(4-Methanesulfonylpiperazin-1-yl)pyridin-3-yl)aminosulfonyl)benzofuran-2-carboxylic acid ethyl ester